CN(S(=O)(=O)C1=CC=C(C=C1)S(=O)(=O)NC1=C(C(=CC=C1)C)N1C(CCCC1)=O)C N1,N1-dimethyl-N4-(3-methyl-2-(2-oxopiperidin-1-yl)phenyl)benzene-1,4-disulfonamide